FC1=NC=CC(=C1)C1(COC1)F 2-FLUORO-4-(3-FLUOROOXETAN-3-YL)PYRIDINE